(S)-1-(5-bromoindolin-1-yl)-2-(3-fluoropyrrolidin-1-yl)ethan-1-one BrC=1C=C2CCN(C2=CC1)C(CN1C[C@H](CC1)F)=O